FC(OC=1C=CC(=C(C1)N1C(N([C@H](C1)C#N)C1=CN=CC2=CC=CC=C12)=O)C)F |r| racemic-1-(5-(difluoromethoxy)-2-methylphenyl)-3-(isoquinolin-4-yl)-2-oxoimidazoline-4-carbonitrile